(1S,2R,5R)-N-[2-[(4,4-difluorocyclohexyl)amino]-1-(5-fluoro-3-pyridyl)-2-oxo-ethyl]-N-[4-(pentafluoro-λ6-sulfanyl)phenyl]-3-azabicyclo[3.2.0]heptane-2-carboxamide FC1(CCC(CC1)NC(C(C=1C=NC=C(C1)F)N(C(=O)[C@H]1[C@H]2CC[C@H]2CN1)C1=CC=C(C=C1)S(F)(F)(F)(F)F)=O)F